8-[2-[tert-butyl(dimethyl)silyl]oxyethyl]-2-(2-methyl-thiazol-5-yl)-N-[(3R)-2,3,4,9-tetrahydro-1H-carbazol-3-yl]-6,7-dihydropyrimido[5,4-b][1,4]oxazin-4-amine [Si](C)(C)(C(C)(C)C)OCCN1C2=C(OCC1)C(=NC(=N2)C2=CN=C(S2)C)N[C@@H]2CCC=1NC3=CC=CC=C3C1C2